(2S)-2-[(3,5-dichlorophenyl)formamido]-4-methylpentanoic acid ClC=1C=C(C=C(C1)Cl)C(=O)N[C@H](C(=O)O)CC(C)C